CN(CCCN1N=C(C(=C1)NC1=NC=C(C(=N1)NCCCN1C(CCCC1)=O)C(F)(F)F)C)C 1-(3-((2-((1-(3-(dimethylamino)propyl)-3-methyl-1H-pyrazol-4-yl)amino)-5-(trifluoromethyl)pyrimidin-4-yl)amino)propyl)piperidin-2-one